N1C(=NC2=C1C=CC=C2)N2CCOC1=C(C2)C=CC(=C1)/C(/N)=N/O (Z)-4-(1H-benzo[d]imidazol-2-yl)-N'-hydroxy-2,3,4,5-tetrahydrobenzo[f][1,4]oxazepine-8-carboximidamide